tert-butyl 4-[4-(3-amino-2-fluorophenyl)-3-(morpholin-4-yl)pyrazol-1-yl]piperidine-1-carboxylate NC=1C(=C(C=CC1)C=1C(=NN(C1)C1CCN(CC1)C(=O)OC(C)(C)C)N1CCOCC1)F